Inden-2-one C=1C(C=C2C=CC=CC12)=O